(S)-3-p-toluenesulfonyloxytetrahydrofuran CC1=CC=C(C=C1)S(=O)(=O)O[C@@H]1COCC1